(R)-1-(2-benzoxazolyl)-1-(4-morpholinylphenyl)-1-ethanol O1C(=NC2=C1C=CC=C2)[C@](C)(O)C2=CC=C(C=C2)N2CCOCC2